β-bromocinnamaldehyde BrC(=CC=O)C1=CC=CC=C1